5,5-difluoro-1-(1-(4-hydroxy-3-nitrophenyl)-2-methoxyethyl)-tetrahydro-pyrimidin-2(1H)-one FC1(CNC(N(C1)C(COC)C1=CC(=C(C=C1)O)[N+](=O)[O-])=O)F